FC(C1=C2C(N(C(NC2=CC(=C1)CN1CCN(CC1)C=1C=CC(=NC1C)C(=O)NC)=O)C)=O)F 5-(4-((5-(Difluoromethyl)-3-methyl-2,4-dioxo-1,2,3,4-tetrahydroquinazolin-7-yl)methyl)piperazin-1-yl)-N,6-dimethylpicolinamide